4-[4-(1,3-benzooxazol-2-yl)-4-methylpiperidin-1-yl]-6-fluoro-1-methyl-2-oxo-1,2-dihydroquinoline-3-carboxamide O1C(=NC2=C1C=CC=C2)C2(CCN(CC2)C2=C(C(N(C1=CC=C(C=C21)F)C)=O)C(=O)N)C